(22E)-ergosta-6,8(14),22-trien-3β-ol CC(C)[C@@H](C)\C=C\[C@@H](C)[C@H]1CCC2=C3C=CC4C[C@H](CC[C@]4(C)[C@H]3CC[C@]12C)O